Cl.FC1(CC(C1)C(N1[C@@H](CN[C@H](C1)C)C)C1=C(C=C(C=C1)C(F)(F)F)F)F (2R,5S)-1-((3,3-Difluorocyclobutyl)(2-fluoro-4-(trifluoromethyl)phenyl)methyl)-2,5-dimethylpiperazine Hydrochloride